C1(CCC1)CNC(O[C@H]1[C@H](NC[C@@H]1O)CC1=CC=C(C=C1)OC)=O (2R,3S,4S)-4-hydroxy-2-[(4-methoxyphenyl)methyl]pyrrolidin-3-yl N-(cyclobutylmethyl)carbamate